N1=CC(=CC=C1)C1=C(C=CC=C1)C1=CC(=C(C=C1)C#N)C1=CC=CC=C1 (pyridin-3-yl)-[1,1':3',1''-terphenyl]-4'-carbonitrile